1-((5-chloro-3,4-dihydroisoquinolin-2(1H)-yl)sulfonyl)-3-methyl-1H-imidazol-3-ium ClC1=C2CCN(CC2=CC=C1)S(=O)(=O)N1C=[N+](C=C1)C